[Cu].N1NNNCCCCCCCCCC1 tetrazacyclotetradecane copper